(R)-1-(2-fluorophenyl)ethyl (3-methyl-5-(5-bromopyridin-2-yl)isoxazol-4-yl)carbamate CC1=NOC(=C1NC(O[C@H](C)C1=C(C=CC=C1)F)=O)C1=NC=C(C=C1)Br